CS(=O)(=O)N[C@H](C)C1=CC=CC(=N1)CN1N=NC(=C1)C1=CC(=NC(=N1)N)C=1C=C(C#N)C=CC1 m-{6-[1-({6-[(R)-1-(Methylsulfonylamino)ethyl]-2-pyridyl}methyl)-1H-1,2,3-triazol-4-yl]-2-amino-4-pyrimidinyl}benzonitrile